Perfluoro-2,7-dimethyloctane FC(C(C(C(C(C(C(C(F)(F)F)(C(F)(F)F)F)(F)F)(F)F)(F)F)(F)F)(C(F)(F)F)F)(F)F